OC=1C=C(C=CC1)SC=1N=NC(=C(C1C#N)C)C 3-[(3-Hydroxyphenyl)sulfanyl]-5,6-dimethylpyridazine-4-carbonitrile